6-Methyl-N-[(3S)-2-oxo-5-phenyl-1,3-dihydro-1,4-benzodiazepin-3-yl]-2-phenylimidazo[1,2-b]pyridazine-3-carboxamide CC=1C=CC=2N(N1)C(=C(N2)C2=CC=CC=C2)C(=O)N[C@@H]2C(NC1=C(C(=N2)C2=CC=CC=C2)C=CC=C1)=O